C(C(C)C)(=O)O[C@H]1[C@H](OC(C(C)C)=O)[C@@H](OC(C(C)C)=O)[C@H](O[C@H]2[C@H](OC(C(C)C)=O)[C@@H](OC(C(C)C)=O)[C@@H](OC(C(C)C)=O)[C@H](O2)COC(C(C)C)=O)[C@H](O1)COC(C(C)C)=O beta-lactose octaisobutyrate